3-ethyl-4,4-dimethylpentanoic acid C(C)C(CC(=O)O)C(C)(C)C